BrC1=CC=C(C=C1)\C=C\C=C trans-1-(4-bromophenyl)-1,3-butadiene